CN1C(N(C(C=C1C(F)(F)F)=O)C=1C(=CC2=C(N(C(C(O2)(F)F)=O)CC#C)C1)F)=O 1-Methyl-6-trifluoromethyl-3-(2,2,7-trifluoro-3-oxo-4-prop-2-ynyl-3,4-di-hydro-2H-benzo[1,4]oxazin-6-yl)-1H-pyrimidine-2,4-dione